8-amino-6-(4-ethyl-1-methyl-6-oxo-3-pyridyl)-2,7-naphthyridine NC=1N=C(C=C2C=CN=CC12)C1=CN(C(C=C1CC)=O)C